FC(C)(F)C1=NC(=CC(=N1)NC1=C(C=NC(=C1)NC(C)=O)C1=NC=C(C=C1)[C@@H]1N(CCOC1)C)C (S)-N-(4'-((2-(1,1-difluoroethyl)-6-methylpyrimidin-4-yl)amino)-5-(4-methylmorpholin-3-yl)-[2,3'-bipyridin]-6'-yl)acetamide